C(C=C)(=O)NC1=C(C=CC=C1)NC1=NC(=NC=C1C(=O)NC1=C(C=CC=C1C)Cl)NC1=CC(=CC=C1)N1CCN(CC1)C 4-((2-acrylamidophenyl)amino)-N-(2-chloro-6-methylphenyl)-2-((3-(4-methylpiperazin-1-yl)phenyl)amino)pyrimidine-5-carboxamide